C(C)C(=CC=C)C 4-ethyl-pentadiene